6-[1-(4-fluorophenyl)ethyl]-4-hydroxypyridazin-3(2H)-one FC1=CC=C(C=C1)C(C)C=1C=C(C(NN1)=O)O